tetracyclo[4.4.0.12,5.17,10]dodeca-3,8-diene C12C3C=CC(C2C2C=CC1C2)C3